oxabicyclo[4.1.0]heptan C12OCCCC2C1